7-(2-(5-(azepan-3-yloxy)pentyl)-5-hydroxy-3-methylphenyl)-8-fluoro-2-(((2R,7aS)-2-fluorotetrahydro-1H-pyrrolizin-7a(5H)-yl)methoxy)pyrido[4,3-d]pyrimidin-4-ol N1CC(CCCC1)OCCCCCC1=C(C=C(C=C1C)O)C1=C(C=2N=C(N=C(C2C=N1)O)OC[C@]12CCCN2C[C@@H](C1)F)F